3-(1-aminoethyl)-N,N-bis(4-methoxybenzyl)pyridin-2-amine NC(C)C=1C(=NC=CC1)N(CC1=CC=C(C=C1)OC)CC1=CC=C(C=C1)OC